(±)-trans-N-[8-chloro-6-(4-methylisothiazol-5-yl)-3-isoquinolyl]-2-cyano-cyclopropanecarboxamide ClC=1C=C(C=C2C=C(N=CC12)NC(=O)[C@H]1[C@@H](C1)C#N)C1=C(C=NS1)C |r|